ClC1=NC=C2C=C(N=C(C2=C1)NCCN1CCN(CC1)C)C1=C(C(=CC(=C1Cl)OC)OC)Cl 7-chloro-3-(2,6-dichloro-3,5-dimethoxyphenyl)-N-(2-(4-methylpiperazin-1-yl)ethyl)-2,6-naphthyridine-1-amine